4-(1H-imidazol-1-yl)-N-(2-methoxycyclohexyl)picolinamide N1(C=NC=C1)C1=CC(=NC=C1)C(=O)NC1C(CCCC1)OC